OC1=C(C=C(C=C1C(C)(C)C1=CC=CC=C1)C(C)(C)CC(C)(C)C)N1N=C2C(=N1)C=CC=C2 2-(2'-hydroxy-3'-cumyl-5'-tert-octylphenyl)benzotriazole